5-methyl-2-ethyl-2-norbornene CC1C2C=C(C(C1)C2)CC